C(C)(C)(C)OC(=O)[C@@H]1[C@H](C1)CF.C(#N)C(=C1C(C(C2=CC=CC=C12)=O)=O)C#N 3-(dicyanomethylene)indenedione tert-butyl-(1S,2S)-2-(fluoromethyl)cyclopropane-1-carboxylate